CN1N=C(C=C1C)NC(=O)C1(CN(C1)C1=CC(=C2C(C(=CN(C2=N1)C1=NC=NS1)C(=O)O)=O)C)O 7-{3-[(1,5-dimethyl-1H-pyrazol-3-yl)carbamoyl]-3-hydroxyazetidin-1-yl}-5-methyl-4-oxo-1-(1,2,4-thiadiazol-5-yl)-1,4-dihydro-1,8-naphthyridine-3-carboxylic acid